(5'S,7a'R)-5'-phenyl-1-(pyrazolo[1,5-a][1,3,5]triazin-4-yl)tetrahydro-3'H-spiro[azetidine-3,2'-pyrrolo[2,1-b][1,3]oxazol]-3'-one C1(=CC=CC=C1)[C@@H]1CC[C@H]2OC3(C(N21)=O)CN(C3)C3=NC=NC=2N3N=CC2